dimethoxyphosphorus chloride COP(OC)Cl